5-[4-[3-(2-oxopyrrolidin-1-yl)propoxy]phenoxy]imidazo[1,5-a]pyridine-7-carboxamide O=C1N(CCC1)CCCOC1=CC=C(OC2=CC(=CC=3N2C=NC3)C(=O)N)C=C1